4-((R)-2-azidobut-2-yl)-6-chloro-1-((1R,2S,3R)-2-methyl-3-(methylsulfonyl)cyclobutoxy)-2,7-naphthyridine N(=[N+]=[N-])[C@](C)(CC)C1=CN=C(C2=CN=C(C=C12)Cl)O[C@H]1[C@@H]([C@@H](C1)S(=O)(=O)C)C